2-{3-[(1-cyclobutyl-5-methyl-1H-pyrazol-4-yl)amino]-1-methyl-1H-indazol-5-yl}propan-2-ol C1(CCC1)N1N=CC(=C1C)NC1=NN(C2=CC=C(C=C12)C(C)(C)O)C